6-(3-Chloro-6-(difluoromethyl)-2-fluorophenyl)-N-(1-((R or S)-1-(3,4-dimethyl-5-((1R,5S)-2-oxo-3-azabicyclo[3.1.0]hexan-3-yl)pyridin-2-yl)ethyl)-1H-pyrazol-4-yl)pyrazine-2-carboxamide ClC=1C(=C(C(=CC1)C(F)F)C1=CN=CC(=N1)C(=O)NC=1C=NN(C1)[C@H](C)C1=NC=C(C(=C1C)C)N1C([C@@H]2C[C@@H]2C1)=O)F |o1:24|